methyl 3-((R)-3-(1-(3-((R)-1-(2,4-dichlorophenyl)ethyl)-7-methyl-3H-[1,2,3]triazolo[4,5-d]pyrimidin-5-yl)azetidin-3-yl)piperidin-1-yl)propanoate ClC1=C(C=CC(=C1)Cl)[C@@H](C)N1N=NC2=C1N=C(N=C2C)N2CC(C2)[C@@H]2CN(CCC2)CCC(=O)OC